(βS)-β-chloro-N-methyl-N-(phenylmethyl)-4-(trifluoromethyl)benzeneethanamine Cl[C@H](CN(CC1=CC=CC=C1)C)C1=CC=C(C=C1)C(F)(F)F